3-(3-OXO-2H-BENZO[B][1,4]THIAZIN-4(3H)-YL)-N-(5-(PYRIDIN-2-YL)-1H-IMIDAZOL-2-YL)PROPANAMIDE O=C1N(C2=C(SC1)C=CC=C2)CCC(=O)NC=2NC(=CN2)C2=NC=CC=C2